(2S)-1-tert-butyl 2-methyl 4-hydroxy-4-(trifluoromethyl)pyrrolidine-1,2-dicarboxylate OC1(C[C@H](N(C1)C(=O)OC(C)(C)C)C(=O)OC)C(F)(F)F